CN1N=C(N=C1)COCC 2-((1-methyl-1H-1,2,4-triazol-3-yl)methoxy)ethan